C(#N)C1=CC(=NC=C1)C1=C(C=NC(=C1)C1=CC=C(C=C1)F)CNC(C=C)=O N-((4-cyano-6'-(4-fluorophenyl)-[2,4'-bipyridin]-3'-yl)methyl)acrylamide